tert-butyl (1R,3s,5S)-3-(3-methoxypiperidin-4-yl)-8-azabicyclo[3.2.1]octane-8-carboxylate COC1CNCCC1C1C[C@H]2CC[C@@H](C1)N2C(=O)OC(C)(C)C